FC1=CC=C(C=C1)C1=NN2C([C@@H](N(CC2)C(=O)OC(C)(C)C)C)=C1C1=C2C(=NC=C1)N(C=C2C)COCC[Si](C)(C)C tert-butyl (4S)-2-(4-fluorophenyl)-4-methyl-3-(3-methyl-1-{[2-(trimethylsilyl)ethoxy]methyl}-1H-pyrrolo[2,3-b]pyridin-4-yl)-6,7-dihydropyrazolo[1,5-a]pyrazine-5(4H)-carboxylate